FC1=CC=C(C=C1)C(C)C1=C(N=C(C(=N1)C(=O)N1CCOCC1)C)NCCN1CCCC1 (6-(1-(4-fluorophenyl)ethyl)-3-methyl-5-((2-(pyrrolidin-1-yl)ethyl)amino)pyrazin-2-yl)(morpholino)methanone